C(C)(C)(C)OC(N(CC1=CC(=CC=C1)[N+](=O)[O-])CCCN(C(=O)OC(C)(C)C)C1=CC(=C(C=C1)C)Br)=O (3-((3-bromo-4-methylphenyl)(tert-butoxycarbonyl)amino)propyl)(3-nitrobenzyl)carbamic acid tert-butyl ester